6-(7-methyl-[1,2,4]triazolo[4,3-b]pyridazin-6-yl)-3-(2,2,2-trifluoroethyl)-5,6,7,8-tetrahydro-1,6-naphthyridine CC1=CC=2N(N=C1N1CC=3C=C(C=NC3CC1)CC(F)(F)F)C=NN2